3-(5-((4-(4-(6-((6-acetyl-8-cyclopentyl-5-methyl-7-oxo-7,8-dihydropyrido[2,3-d]pyrimidin-2-yl)amino)pyridin-3-yl)piperazin-1-yl)butyl)amino)-1-oxoisoindolin-2-yl)piperidine-2,6-dione C(C)(=O)C1=C(C2=C(N=C(N=C2)NC2=CC=C(C=N2)N2CCN(CC2)CCCCNC=2C=C3CN(C(C3=CC2)=O)C2C(NC(CC2)=O)=O)N(C1=O)C1CCCC1)C